(3-(10-bromoanthracene-9-yl)phenyl)diisopropylphosphine oxide BrC1=C2C=CC=CC2=C(C2=CC=CC=C12)C=1C=C(C=CC1)P(C(C)C)(C(C)C)=O